(2R,4S)-rel-N-[[4-(2,3-dichloro-6-hydroxyphenyl)piperidin-2-yl]methyl]methanesulfonamide ClC1=C(C(=CC=C1Cl)O)[C@@H]1C[C@@H](NCC1)CNS(=O)(=O)C |o1:9,11|